COC(CCN1C(=CC2=CC=CC=C12)C=O)=O 3-(2-formyl-1H-indol-1-yl)propionic acid methyl ester